6-chloro-1-(2-cyclobutylphenyl)-7-(2-fluoro-6-hydroxyphenyl)-4-((2S)-2-methyl-4-(2-propenoyl)-1-piperazinyl)pyrido[2,3-d]pyrimidin-2(1H)-one ClC1=CC2=C(N(C(N=C2N2[C@H](CN(CC2)C(C=C)=O)C)=O)C2=C(C=CC=C2)C2CCC2)N=C1C1=C(C=CC=C1O)F